(9-ethyl-1-(4-methoxyphenyl)-9H-pyrido[3,4-b]indol-3-yl)-4-((4-hydroxypiperidin-1-yl)methyl)benzamide C(C)N1C2=C(C3=CC=CC=C13)C=C(N=C2C2=CC=C(C=C2)OC)C2=C(C(=O)N)C=CC(=C2)CN2CCC(CC2)O